1'-(3-((4-butoxyphenyl)sulfonyl)-6-(methylthio)quinolin-4-yl)-4-phenyl-[1,4'-bipiperidin]-4-ol C(CCC)OC1=CC=C(C=C1)S(=O)(=O)C=1C=NC2=CC=C(C=C2C1N1CCC(CC1)N1CCC(CC1)(O)C1=CC=CC=C1)SC